OC1C(OCC1O)C(=O)NC1CCN(CC1)CCC1=CC=CC=C1 3,4-dihydroxy-N-(1-phenethylpiperidin-4-yl)tetrahydrofuran-2-carboxamide